5-(6-hydroxy-3-oxo-3H-xanthen-9-yl)benzoic acid OC=1C=C2OC3=CC(C=CC3=C(C2=CC1)C=1C=CC=C(C(=O)O)C1)=O